CC1=CC2=C3C=CC=CC3=C(N=C2C=C1)C(CCCCC(C)=O)=O 1-(2-Methylphenanthridin-6-yl)heptane-1,6-dione